The molecule is a trans,trans-2,3,4,5-tetradehydroacyl-CoA that results from the formal condensation of the thiol group of coenzyme A with the carboxy group of trans,trans-2,4-hexadienoic acid. It is a trans,trans-2,3,4,5-tetradehydroacyl-CoA and a medium-chain fatty acyl-CoA. It derives from a (2E,4E)-hexa-2,4-dienoic acid. It is a conjugate acid of a trans,trans-2,4-hexadienoyl-CoA(4-). C/C=C/C=C/C(=O)SCCNC(=O)CCNC(=O)[C@@H](C(C)(C)COP(=O)(O)OP(=O)(O)OC[C@@H]1[C@H]([C@H]([C@@H](O1)N2C=NC3=C(N=CN=C32)N)O)OP(=O)(O)O)O